N1N=NC2=NC(=CC=C21)C=2C=NC=C(C(=O)[O-])C2.[Li+] lithium 5-(1H-[1,2,3]triazolo[4,5-b]pyridin-5-yl)nicotinate